[H-].[Na+].BrC1=C2CC[C@@H](C2=CC=C1)OC1=NC(=C(C#N)C=C1)OC (S)-6-((4-Bromo-2,3-dihydro-1H-inden-1-yl)oxy)-2-methoxynicotinonitrile Sodium hydride